S-(α,β-dicarboxyethyl)cysteine C(=O)(O)C(CC(=O)O)SC[C@H](N)C(=O)O